calcium bis(5-sulfoisophthalic acid) S(=O)(=O)(O)C=1C=C(C=C(C(=O)O)C1)C(=O)O.S(=O)(=O)(O)C=1C=C(C=C(C(=O)O)C1)C(=O)O.[Ca]